3-(5-bromo-1-oxo-7,8,9,10-tetrahydro-6-oxa-2,10a-diazacycloocta[cd]inden-2(1H)-yl)piperidine-2,6-dione BrC1=C2C=3N(C(N(C3C=C1)C1C(NC(CC1)=O)=O)=O)CCCCO2